CC=1NC2=NC(=NC(=C2N1)NC1CC2CCC(C1)N2CCC#N)NC2=NNC(=C2)C 3-((3-exo)-3-((8-methyl-2-((5-methyl-1H-pyrazol-3-yl)amino)-9H-purin-6-yl)amino)-8-azabicyclo[3.2.1]oct-8-yl)propionitrile